7-[di(p-tolyl)sulfonio]-2-isopropylthioxanthone tetrakis(pentafluorophenyl)borate FC1=C(C(=C(C(=C1[B-](C1=C(C(=C(C(=C1F)F)F)F)F)(C1=C(C(=C(C(=C1F)F)F)F)F)C1=C(C(=C(C(=C1F)F)F)F)F)F)F)F)F.C1(=CC=C(C=C1)[S+](C1=CC=C2SC=3C=CC(=CC3C(C2=C1)=O)C(C)C)C1=CC=C(C=C1)C)C